N1(CCCC1)CCCOC1=CC=C(C=C1)C=1NC2=CC=CC=C2C(C1)=O 2-(4-(3-(pyrrolidine-1-yl)propoxy)phenyl)quinoline-4(1H)-one